1-((4'-chloro-[1,1'-biphenyl]-2-yl)methyl)piperazine ClC1=CC=C(C=C1)C1=C(C=CC=C1)CN1CCNCC1